S(=O)(=O)(OCCCCCCCCCCCC)[O-] e-lauryl sulphate